NC1=C(C=CC=C1Cl)O 2-amino-3-chlorophenol